tetracosatetraenoic acid CCCCCCCCCCCCCCC/C=C/C=C/C=C/C=C/C(=O)O